N-[4-[4-(2-aminoethylsulfonyl)piperazine-1-carbonyl]-3-chloro-phenyl]-5-(2,3-difluoro-4-methoxy-phenyl)-1-methyl-imidazole-2-carboxamide NCCS(=O)(=O)N1CCN(CC1)C(=O)C1=C(C=C(C=C1)NC(=O)C=1N(C(=CN1)C1=C(C(=C(C=C1)OC)F)F)C)Cl